FC(C(=O)O)(F)F.NC1=NC=CC(=C1Cl)SC=1C=2N(C(=NC1)N1CCC3([C@@H](C=4N(N=NC4)C3)N)CC1)C=CN2 (S)-1-(8-((2-amino-3-chloropyridin-4-yl)thio)imidazo[1,2-c]pyrimidin-5-yl)-4'H,6'H-spiro[piperidine-4,5'-pyrrolo[1,2-c][1,2,3]triazol]-4'-amine (trifluoroacetate)